1-[4-(2,3-Dimethylphenyl)piperazin-1-yl]-2-{(3bR,4aR)-3-[4-(hydroxymethyl)piperidin-1-carbonyl]-3b,4,4a,5-tetrahydro-1H-cyclopropa[3,4]cyclopenta[1,2-c]pyrazol-1-yl}ethan-1-on CC1=C(C=CC=C1C)N1CCN(CC1)C(CN1N=C(C2=C1C[C@@H]1[C@H]2C1)C(=O)N1CCC(CC1)CO)=O